4-(6-((3-aminopropyl)(meth-yl)amino)-3-(4-chloro-3-hydroxyphenyl)-4-hydroxypyridin-2-yl)-2-fluorobenzonitrile NCCCN(C1=CC(=C(C(=N1)C1=CC(=C(C#N)C=C1)F)C1=CC(=C(C=C1)Cl)O)O)C